FC(S(=O)(=O)OC1=NC(=NC=2C[C@]3(CCC12)CC1=CC=CC=C1CC3)SC)(F)F (R)-2'-(methylthio)-3,4,5',8'-tetrahydro-1H,6'H-spiro[naphthalene-2,7'-quinazolin]-4'-yl trifluoromethanesulfonate